FC=1C(=NC(=CC1)F)C1=NN(C=C1NC(=O)C=1N=C(SC1)C=1C=NN(C1)COC(=O)[C@H]1[C@H](CCCC1)C(=O)O)C1CCC(CC1)OCC (1S,2R)-2-(((4-(4-((3-(3,6-difluoropyridin-2-yl)-1-((1r,4r)-4-ethoxycyclohexyl)-1H-pyrazol-4-yl)carbamoyl)thiazol-2-yl)-1H-pyrazol-1-yl)methoxy)carbonyl)cyclohexane-1-carboxylic acid